CNCCC[Si](OC)(OC)OC (N-methyl)aminopropyl-trimethoxysilane